4-bromo-N-(4-bromophenyl)-N-(4-(3-bromopropoxy)phenyl)aniline BrC1=CC=C(N(C2=CC=C(C=C2)OCCCBr)C2=CC=C(C=C2)Br)C=C1